1-hydroxy-1-(1H-imidazol-1-yl)ethane OC(C)N1C=NC=C1